ClC1=CN=C2N1N=C(C=C2)C2=CNC=1N=C(N=CC12)NCC(F)(F)C1CC1 5-(3-chloroimidazo[1,2-b]pyridazin-6-yl)-N-(2-cyclopropyl-2,2-difluoroethyl)-7H-pyrrolo[2,3-d]pyrimidin-2-amine